1-(2,6-dioxopiperidin-3-yl)-1H-benzo[d]imidazole-5-sulfonyl-1-(2,6-dioxopiperidin-3-yl)-1H-benzo[d]imidazole-5-sulfonyl fluoride O=C1NC(CCC1N1C=NC2=C1C=CC(=C2)S(=O)(=O)C2=NC1=C(N2C2C(NC(CC2)=O)=O)C=CC(=C1)S(=O)(=O)F)=O